CN1C[C@@H](CCC1)NC1=NN=C(C2=CC=CC=C12)C1=C(C=C(C=C1)C=C)O (R)-2-(4-((1-methylpiperidin-3-yl)amino)phthalazin-1-yl)-5-vinylphenol